N-(methyl-d3)-4-((4-(4-trifluoromethyl-pyrazol-1-yl)-2-(difluoromethoxy)phenyl)amino)pyridazine-3-carboxamide C(NC(=O)C=1N=NC=CC1NC1=C(C=C(C=C1)N1N=CC(=C1)C(F)(F)F)OC(F)F)([2H])([2H])[2H]